NC=1C=C(OC=2C=C3C(=NC2)NC=C3)C=CC1 5-(3-aminophenoxy)-1H-pyrrolo[2,3-b]pyridine